ClC1=CC(=C(C=C1Cl)C1=NN=C(N1C)C1=C(C=CC=C1F)F)OC(F)F 3-(4,5-dichloro-2-(difluoromethoxy)phenyl)-5-(2,6-difluorophenyl)-4-methyl-4H-1,2,4-triazole